Cl.ClCCCCCNCCCOC N-(5-chloropentyl)-N-(3-methoxypropyl)amine hydrochloride